5-(2-chloro-3-hydroxybenzyl)-3-methyl-4-oxo-4,5,6,7-tetrahydropyrazolo[1,5-a]pyrazine-2-carboxylic acid (5-trifluoromethyl[1,3,4]thiadiazol-2-yl)amide FC(C1=NN=C(S1)NC(=O)C1=NN2C(C(N(CC2)CC2=C(C(=CC=C2)O)Cl)=O)=C1C)(F)F